3,5-Di-isopropyl-4-hydroxybenzoic acid C(C)(C)C=1C=C(C(=O)O)C=C(C1O)C(C)C